ClC=1C=C(C=NC1Cl)NC(=O)[C@@H]1[C@H]2C[C@@H]([C@@H]([C@@H]1C1=CC(=NC=C1)C)O2)O (1R,2S,3S,4R,5S)-N-(5,6-dichloropyridin-3-yl)-5-hydroxy-3-(2-methylpyridin-4-yl)-7-Oxabicyclo[2.2.1]Heptane-2-carboxamide